11-ethoxy-3,6,9,12-tetraoxatetradecane C(C)OC(COCCOCCOCC)OCC